C(=C)C1=CC=C(CC(CCCCCCCCCC2=NN=NN2)C2=NN=NN2)C=C1 1-(4-vinylbenzyl)-5,5'-decamethylenebis(1H-tetrazole)